CC1=C(C(=C(C(=C1C(=O)OCCOCCOCCOCC)F)F)NC1CC1)N 2-[2-(2-ethoxyethoxy)ethoxy]ethanol methyl-5-amino-4-(cyclopropylamino)-2,3-difluorobenzoate